[N-]1C=NC=C1.[N-]1C=NC=C1.C1=CC=CC2=CC3=CC=CC=C3C=C12 anthracene bis(imidazolate)